1-[3-[(5-bromo-3-methoxypyrazin-2-yl)oxy]pyrrolidin-1-yl]ethanone BrC=1N=C(C(=NC1)OC1CN(CC1)C(C)=O)OC